C1=NC(=O)NC2=C1NC(=O)N2 Dihydroxypurine